COC=1C=C2C(=NC=NC2=CC1OCCN1CCCC1)OC1=CC=C(N)C=C1 4-((6-methoxy-7-(2-(pyrrolidin-1-yl)ethoxy)quinazolin-4-yl)oxy)aniline